C(C1=CC=CC=C1)OC=1C=C2C=CC(=C(C2=CC1)OC1=CC=C(OCCC(COCCO)NCC)C=C1)C1=CC=C(C=C1)S(=O)(=O)C 2-((2-(4-((6-(benzyloxy)-2-(4-(methylsulfonyl)Phenyl)naphthalen-1-yl)oxy)phenoxy)ethyl)(ethylamino)ethoxy)ethanol